Hydroxy-2-methoxychalcone OC=1C(=C(C=CC1)\C=C\C(=O)C1=CC=CC=C1)OC